NC1=CC=2C(C3=CC=CC=C3C2C=C1)(F)F 2-amino-9,9-difluoro-9H-fluorene